cis-guanidinoacetic acid N(C(=N)N)CC(=O)O